4-[[3-[2-(4-fluorophenyl)-5-[(prop-2-enoylamino)methyl]-4-pyridyl]pyrazol-1-yl]methyl]benzoic acid FC1=CC=C(C=C1)C1=NC=C(C(=C1)C1=NN(C=C1)CC1=CC=C(C(=O)O)C=C1)CNC(C=C)=O